C(OCN1N=C(C=C(C1=O)C(C)C)OC1=C(C=C(C=C1Cl)N1N=C(C(NC1=O)=O)C#N)Cl)(OC(C)C)=O (3-(2,6-dichloro-4-(6-cyano-3,5-dioxo-4,5-dihydro-1,2,4-triazin-2(3H)-yl)phenoxy)-5-isopropyl-6-oxopyridazin-1(6H)-yl)methyl isopropyl carbonate